(R)-2-(5-(4-(trifluoromethyl)phenoxy)-2-naphthamido)propyl (tert-butoxycarbonyl)-L-phenylalaninate C(C)(C)(C)OC(=O)N[C@@H](CC1=CC=CC=C1)C(=O)OC[C@@H](C)NC(=O)C1=CC2=CC=CC(=C2C=C1)OC1=CC=C(C=C1)C(F)(F)F